3-((2S)-3-(8-(4'-(cyanomethoxy)biphenyl-3-ylsulfonyl)-1-oxa-8-azaspiro[4.5]dec-3-ylamino)-2-hydroxypropoxy)-N-methylbenzenesulfonamide C(#N)COC1=CC=C(C=C1)C1=CC(=CC=C1)S(=O)(=O)N1CCC2(CC(CO2)NC[C@@H](COC=2C=C(C=CC2)S(=O)(=O)NC)O)CC1